C(C)(C)(C)CN(C(=O)OCCN(CCN(C)C)C)CCOC1CCC(CC1)CO[Si](C1=CC=CC=C1)(C1=CC=CC=C1)C(C)(C)C N-methyl-N-(N,N-dimethylaminoethyl)ethanolamine Tert-butyl-N-[2-[4-[[tert-butyl(diphenyl)silyl]oxymethyl]cyclohexoxy]ethyl]-N-methyl-carbamate